5-(2-amIno-5-fluoroquInazolIn-7-yl)-2-isopropyl-1,3-phenylene bis(dIhydrogen phosphate) P(=O)(O)(O)OC1=C(C(=CC(=C1)C1=CC(=C2C=NC(=NC2=C1)N)F)OP(=O)(O)O)C(C)C